C(C)(C)(C)OC(=O)N1CC(C1)(CCO)O 3-hydroxy-3-(2-hydroxyethyl)azetidine-1-carboxylic acid tert-butyl ester